C(N)(=N)C=1C=C(SC1)CNC(=O)[C@H]1N([C@H]2C[C@]2(C1)CO)C(CNC(CCCOC1=CC=CC=C1)=O)=O (1S,3S,5R)-N-((4-carbamimidoylthiophen-2-yl)methyl)-5-(hydroxymethyl)-2-((4-phenoxybutanoyl)glycyl)-2-azabicyclo[3.1.0]hexane-3-carboxamide